C(CC)C1=C(C2=CC=CC=C(C2=C1)C)C Propyl-1,4-dimethylazulen